3-((1r,4r)-5'-bromo-4-(trifluoromethyl)spiro[cyclohexane-1,3'-indoline]-1'-carbonyl)-N-(tert-butyl)benzenesulfonamide BrC=1C=C2C3(CN(C2=CC1)C(=O)C=1C=C(C=CC1)S(=O)(=O)NC(C)(C)C)CCC(CC3)C(F)(F)F